(6-(5-(3,5-dichloro-4-fluorophenyl)-5-(trifluoromethyl)-4,5-dihydroisoxazol-3-yl)-6,7-dihydro-5H-pyrrolo[3,4-d]pyrimidin-2-yl)(3,3-difluoroazetidin-1-yl)methanone ClC=1C=C(C=C(C1F)Cl)C1(CC(=NO1)N1CC=2N=C(N=CC2C1)C(=O)N1CC(C1)(F)F)C(F)(F)F